(2-(4-(2-methoxyethoxy)phenyl)thiazole-4-carbonyl)-Z-serinate COCCOC1=CC=C(C=C1)C=1SC=C(N1)C(=O)N[C@@H](CO)C(=O)[O-]